tert-butyl-azetidin-1-carboxylate C(C)(C)(C)OC(=O)N1CCC1